ClC1=CC=C(C=C1)NC(N(C)[C@@H](C)C1=CNC(C2=CC(=C(C=C12)F)F)=O)=O (S)-3-(4-chlorophenyl)-1-(1-(6,7-difluoro-1-oxo-1,2-dihydroisoquinolin-4-yl)ethyl)-1-methylurea